BrC=1C2=C(C=3C(=NC(=NC3C1F)N1C[C@H](CC1)N(C)C)N(C(OC(C)(C)C)=O)CC=1N=NC=CC1)COC2 tert-Butyl (S)-(6-bromo-3-(3-(dimethylamino) pyrrolidin-1-yl)-5-fluoro-7,9-dihydrofuro[3,4-f]quinazolin-1-yl)(pyridazin-3-ylmethyl)carbamate